FC1=CC(=C(OC=2C(=NC=NC2)N2CC3(C2)CCN(CC3)C(=O)OC(C)(C)C)C=C1)C(N(C(C)C)C1CC(C1)F)=O tert-Butyl 2-(5-(4-fluoro-2-(((1s,3s)-3-fluorocyclobutyl)(isopropyl)carbamoyl) phenoxy)pyrimidin-4-yl)-2,7-diazaspiro[3.5]nonane-7-carboxylate